COC1=CC=C2C(=CC=NC2=C1)N1N=CC(=C1)CCS(=O)(=N)C 7-methoxy-4-(4-(2-(S-methylsulfonimidoyl)ethyl)-1H-pyrazol-1-yl)quinoline